2-(1-(2-(2,6-dioxopiperidin-3-yl)-1,3-dioxoisoindolin-5-yl)piperidin-4-yl)ethyl ((R)-1-(5-carbamoyl-6-((3-methylisothiazol-5-yl)amino)pyrazin-2-yl)piperidin-3-yl)carbamate C(N)(=O)C=1N=CC(=NC1NC1=CC(=NS1)C)N1C[C@@H](CCC1)NC(OCCC1CCN(CC1)C=1C=C2C(N(C(C2=CC1)=O)C1C(NC(CC1)=O)=O)=O)=O